(2R)-tert-butyl 2-((2-(3,5-dimethylisoxazol-4-yl)-4-(2-fluoro-2-methylpropanamido)phenoxy)methyl)piperidine-1-carboxylate CC1=NOC(=C1C1=C(OC[C@@H]2N(CCCC2)C(=O)OC(C)(C)C)C=CC(=C1)NC(C(C)(C)F)=O)C